2E-decenoic acid N-isobutylamide CCCCCCC/C=C/C(=O)NCC(C)C